BrCC1=CC(=NO1)OC 5-(bromomethyl)-3-methoxyisoxazole